cyclohex-3-encarboxylate C1(CC=CCC1)C(=O)[O-]